COC1=CC=C(C=C1)C2C(=O)C3=CC=CC=C3C2=O The molecule is a cyclic beta-diketone consisting of indane-1,3-dione having a 4-methoxyphenyl substituent at the 4-position. It has a role as an anticoagulant and a vitamin K antagonist. It is a beta-diketone and an aromatic ketone. It derives from a hydride of an indane.